O1[C@H](CCC1)CNC(=O)C1=NC(=C(C=C1N)C(F)(F)F)Br 3-Amino-6-bromo-5-trifluoromethyl-pyridine-2-carboxylic acid [(R)-1-(tetrahydro-furan-2-yl)methyl]-amide